C1OCC12CC(C2)C2=CC(=NN2)NC([C@@H](C)C=2C=NN(C2)C2=CC(=CC(=C2)F)C#N)=O (S)-N-(5-(2-oxaspiro[3.3]heptan-6-yl)-1H-pyrazol-3-yl)-2-(1-(3-cyano-5-fluorophenyl)-1H-pyrazol-4-yl)propanamide